(2R)-2-(((2,6-dioxo-3,6-dihydropyrimidin-1(2H)-yl)acetyl)amino)-N-(3-fluoro-4-(trimethylsilyl)phenyl)-2-(4-(methoxymethyl)phenyl)acetamide O=C1N(C(C=CN1)=O)CC(=O)N[C@@H](C(=O)NC1=CC(=C(C=C1)[Si](C)(C)C)F)C1=CC=C(C=C1)COC